C(C1=CC=CC=C1)OC1=NC(=CC=C1N1C(N(C2=C1C=CC(=C2)N2[C@H](CN(CC2)C(=O)OC(C)(C)C)C)C)=O)OCC2=CC=CC=C2 tert-butyl (3S)-4-[1-(2,6-dibenzyloxy-3-pyridyl)-3-methyl-2-oxo-benzimidazol-5-yl]-3-methyl-piperazine-1-carboxylate